COC=1C=CC=C2C=CN(C12)C(C)=O 1-(7-methoxy-1H-indol-1-yl)ethane-1-one